C1(=CC=CC=C1)C1=C(C(=CC=C1)C1=CC=CC=C1)NC1=CC(=CC(=C1)C(C)(C)C)NC1=C(C=CC=C1C1=CC=CC=C1)C1=CC=CC=C1 N1,N3-di([1,1':3',1''-terphenyl]-2'-yl)-5-(tert-butyl)benzene-1,3-diamine